(4-(4-amino-6-ethynyl-5-(quinolin-3-yl)-7H-pyrrolo[2,3-d]pyrimidin-7-yl)bicyclo[2.2.1]heptane-1-yl)methanol NC=1C2=C(N=CN1)N(C(=C2C=2C=NC1=CC=CC=C1C2)C#C)C21CCC(CC2)(C1)CO